ClC=1C=CC=C2C=C(C(=CC12)OB(O)O)O (8-chloro-3-hydroxynaphthalen-2-yl)boric acid